1-((3-(2,8-dicyanoindolizin-5-yl)pyridin-4-yl)thio)cyclobutane C(#N)C=1C=C2C(=CC=C(N2C1)C=1C=NC=CC1SC1CCC1)C#N